ethyl 3-[3-cyclopropyl-5-[(3,3-difluorocyclobutyl)sulfamoyl]-7,8-dihydro-6H-cyclopenta[g]isoquinolin-7-yl]-3-oxo-propanoate C1(CC1)C=1N=CC2=CC3=C(C(=C2C1)S(NC1CC(C1)(F)F)(=O)=O)CC(C3)C(CC(=O)OCC)=O